1-(2,6-dichlorophenyl)-4-((4-(1-(2-(dimethylamino)ethyl)-1H-imidazol-2-yl)phenyl)amino)-1H-pyrazole-3-carboxamide ClC1=C(C(=CC=C1)Cl)N1N=C(C(=C1)NC1=CC=C(C=C1)C=1N(C=CN1)CCN(C)C)C(=O)N